C(C1=CC=CC=C1)N1C(=NC2=C1C=C(C=C2)C#N)CCCC benzyl-2-butyl-1H-benzo[d]Imidazole-6-carbonitrile